ClC1=NC(=C2N=CN(C2=N1)C(C)C)NCC1=C(C=CC=C1)N1CCC(CC1)N(C)C 2-chloro-N-(2-(4-(dimethylamino)piperidin-1-yl)benzyl)-9-isopropyl-9H-purin-6-amine